C(C)(C)(C)OC(=O)C1C(C2=CC=CC=C2C1)=O 1-oxo-2,3-dihydro-1H-indene-2-carboxylic acid tert-butyl ester